COC1=CC(=C(C=C1)C1=CC=C(C(=N1)N1C(C[C@@H](C1)C)(C)C)C(=O)NS(=O)(=O)C=1C(NC=CC1)=O)C 6-(4-methoxy-2-methyl-phenyl)-N-[(2-oxo-1H-pyridin-3-yl)sulfonyl]-2-[(4S)-2,2,4-trimethylpyrrolidin-1-yl]pyridine-3-carboxamide